1-methyl-5-phenyl-7-(trifluoromethyl)-1,5-dihydro-4H-imidazo[4,5-c][1,8]naphthyridin-4-one CN1C=NC=2C(N(C=3N=C(C=CC3C21)C(F)(F)F)C2=CC=CC=C2)=O